(3R)-3-{[5-(5-acetyl-2-chlorophenyl)-1-trityl-1H-indazol-3-yl]carbamoyl}pyrrolidine-1-carboxylic acid tert-butyl ester C(C)(C)(C)OC(=O)N1C[C@@H](CC1)C(NC1=NN(C2=CC=C(C=C12)C1=C(C=CC(=C1)C(C)=O)Cl)C(C1=CC=CC=C1)(C1=CC=CC=C1)C1=CC=CC=C1)=O